Cl.C1=C(C=CC2=CC=CC=C12)[C@@]12CNC[C@H]2C1 (1R,5S)-1-(naphthalen-2-yl)-3-azabicyclo[3.1.0]hexane hydrochloride salt